2-Amino-7-fluoro-4-(5-fluoro-3-(5-methyl-2,5-diazaspiro[3.4]octan-2-yl)-7,9-dihydrofuro[3,4-f]quinazolin-6-yl)thieno[3,2-c]pyridine-3-carbonitrile NC1=C(C=2C(=NC=C(C2S1)F)C=1C2=C(C=3C=NC(=NC3C1F)N1CC3(C1)N(CCC3)C)COC2)C#N